1,3-bis(3,5-bipyridin-3-yl)phenyl-benzene N=1CC(C=CC1)(C=1C=CC=NC1)C1(CC(=CC=C1)C1(CN=CC=C1)C=1C=CC=NC1)C1=CC=CC=C1